ClC1=NC(=CC=C1CC(=O)O)Cl 2-(2,6-dichloropyridine-3-yl)acetic acid